hydrazine Tert-butyl-formate C(C)(C)(C)OC=O.NN